C1(CC1)N(CCC(C(=O)O)NC(CC(CC)CC)=O)CCCCC1=NC=2NCCCC2C=C1 4-[cyclopropyl-[4-(5,6,7,8-tetrahydro-1,8-naphthyridin-2-yl)butyl]amino]-2-(3-ethylpentanoylamino)butanoic acid